ClC1=CN=C(S1)SCCC(=C(F)F)F 5-chloro-2-[(3,4,4-trifluoro-3-buten-1-yl)thio]-thiazole